Cl\C(=C/COP(=O)(O)[O-])\CO.C(C)[NH+](CC)CC Triethylammonium (Z)-3-chloro-4-hydroxybut-2-en-1-yl-hydrogenphosphate